(Rac)-Tert-Butyl 4-[4-(propan-2-yl)phenyl]azepane-1-carboxylate CC(C)C1=CC=C(C=C1)[C@H]1CCN(CCC1)C(=O)OC(C)(C)C |r|